C1=NC(=C2C(=N1)N(C=N2)[C@H]3[C@@H]([C@@H]([C@H](O3)COP(=O)([O-])OP(=O)([O-])OP(=O)([O-])OP(=O)([O-])OC[C@@H]4[C@H]([C@H]([C@@H](O4)N5C=NC6=C(N=CN=C65)N)O)O)O)O)N The molecule is tetraanion of P(1),P(4)-bis(5'-adenosyl) tetraphosphate arising from deprotonation of the tetraphosphate OH groups; major species at pH 7.3. It has a role as a human metabolite and a Saccharomyces cerevisiae metabolite. It is a conjugate base of a P(1),P(4)-bis(5'-adenosyl) tetraphosphate.